6,10-dimethylundecane-4,5,9-trien-2-one CC(=C=CCC(C)=O)CCC=C(C)C